N(=C=O)CCCC[Si](OC)(OC)OC 4-Isocyanatobutyltrimethoxysilane